ClC1=C(C=C(OCC(=O)NC23CC(C2)(C3)C=3N(C(=CN3)C3=CC(=C(C=C3)Cl)F)C)C=C1)F 2-(4-chloro-3-fluorophenoxy)-N-{3-[5-(4-chloro-3-fluorophenyl)-1-methyl-1H-imidazol-2-yl]bicyclo[1.1.1]pentan-1-yl}acetamide